4-((S)-10-Acryloyl-2,4-difluoro-14-oxo-8,8a,9,10,11,12-hexahydro-7H,14H-pyrazino[1',2':5,6][1,5]diazocino[3,2,1-hi]indazol-3-yl)-2-amino-7-fluorobenzo[b]thiophene-3-carbonitrile C(C=C)(=O)N1C[C@H]2N(C(C=3C=C(C(=C4C(=NN(C34)CC2)F)C2=CC=C(C=3SC(=C(C32)C#N)N)F)F)=O)CC1